N'-(5-aminopentyl)-N-hydroxysuccinamide NCCCCCNC(CCC(=O)NO)=O